benzothiophene-2-carboxylate S1C(=CC2=C1C=CC=C2)C(=O)[O-]